C[C@H](CCN1C(N(C2=C1C=C(C=C2)[N+](=O)[O-])C)=O)OS(=O)(=O)C2=CC=C(C=C2)C [(1R)-1-methyl-3-(3-methyl-6-nitro-2-oxo-benzimidazol-1-yl) propyl]4-methylbenzenesulfonate